tert-Butyl 4-(7-(2-((tert-butoxycarbonyl)amino)-7-fluorobenzo[d]thiazol-4-yl)-6-chloro-3-cyano-8-fluoro-2-(((S)-1-methylpyrrolidin-2-yl)methoxy)quinolin-4-yl)piperazine-1-carboxylate C(C)(C)(C)OC(=O)NC=1SC2=C(N1)C(=CC=C2F)C2=C(C=C1C(=C(C(=NC1=C2F)OC[C@H]2N(CCC2)C)C#N)N2CCN(CC2)C(=O)OC(C)(C)C)Cl